8-(3,5-dichlorophenyl)-N-[(4S)-3,4-dihydro-2H-chromen-4-yl]-4-(dimethylamino)-1,5-naphthyridine-3-carboxamide ClC=1C=C(C=C(C1)Cl)C=1C=CN=C2C(=C(C=NC12)C(=O)N[C@H]1CCOC2=CC=CC=C12)N(C)C